N-ethyl-N-[5-fluoro-2-(3-methyl-6-{4-[(1R,3S,4S)-2-azabicyclo[2.2.2]octane-3-carbonyl]piperazin-1-yl}imidazo[1,5-a]pyridin-8-yl)phenyl]-2-methylpropanamide C(C)N(C(C(C)C)=O)C1=C(C=CC(=C1)F)C=1C=2N(C=C(C1)N1CCN(CC1)C(=O)[C@H]1NC3CCC1CC3)C(=NC2)C